tert-Butyl (S,E)-5-fluoro-2-((3-(2-(((2-hydroxyethoxy)-carbonyl)amino)-7-oxo-7-(pyrrolidin-1-yl)hept-5-enamido)-2-oxopyridin-1(2H)-yl)methyl)-1H-indol-1-carboxylat FC=1C=C2C=C(N(C2=CC1)C(=O)OC(C)(C)C)CN1C(C(=CC=C1)NC([C@H](CC\C=C\C(N1CCCC1)=O)NC(=O)OCCO)=O)=O